phosgene dimethyl-carbonate COC(OC)=O.C(=O)(Cl)Cl